CS(=O)(=O)NC1CCC1 (1s,3s)-3-(methylsulfonamido)cyclobutane